COC=1SC=C(N1)B1OC(C)(C)C(C)(C)O1 2-(methoxy)thiazole-4-boronic acid pinacol ester